NC1=NN=C(S1)N1N=CC=C1CO [2-(5-amino-1,3,4-thiadiazol-2-yl)pyrazol-3-yl]methanol